5-((5-(2-(morpholin-2-ylmethoxy)-6-(trifluoromethoxy)phenyl)-1H-pyrazol-3-yl)amino)pyrazine-2-carbonitrile N1CC(OCC1)COC1=C(C(=CC=C1)OC(F)(F)F)C1=CC(=NN1)NC=1N=CC(=NC1)C#N